CN1N=C2C(CN(C=3C(=CC=CC23)NC2=CC=NC=C2C(=O)N)C)=C1 4-((2,5-dimethyl-4,5-dihydro-2H-pyrazolo[4,3-c]quinolin-6-yl)amino)nicotinamide